methyl (R)-3-(5-amino-3-oxo-4-(((phenylmethyl-d2)sulfonyl)oxy)-2,3-dihydrofuran-2-yl-2-d)benzoate NC1=C(C([C@@](O1)([2H])C=1C=C(C(=O)OC)C=CC1)=O)OS(=O)(=O)C([2H])([2H])C1=CC=CC=C1